Cl.C(C)(=O)[O-].[Cu+2].C(C)(=O)[O-] copper acetate hydrochloride